1H-1,2,4-triazol-1-d-5-amine-d2 N1(N=CN=C1N([2H])[2H])[2H]